N-(1-((2,4-bis(trifluoromethyl)phenyl)(cyclopropyl)methyl)-1H-pyrazol-4-yl)-5-(pyridin-2-yl)isoxazole-3-carboxamide FC(C1=C(C=CC(=C1)C(F)(F)F)C(N1N=CC(=C1)NC(=O)C1=NOC(=C1)C1=NC=CC=C1)C1CC1)(F)F